1-(4-chlorophenyl)-2,2-difluorobutan-1-ol ClC1=CC=C(C=C1)C(C(CC)(F)F)O